CN1N=NC2=C1C=CC(=C2C)C(C(C(=O)O)(C)C)C2=CC(=C(C=C2)C)CN2C[C@H](OC1=NC3=C(C=CC=C3C=C1C2)C)CC 3-(1,4-dimethyl-1H-benzo[d][1,2,3]triazol-5-yl)-3-(3-(((R)-2-ethyl-10-methyl-2,3-dihydro-[1,4]oxazepino[7,6-b]quinolin-4(5H)-yl)methyl)-4-methylphenyl)-2,2-dimethylpropionic acid